Cl.N1=CC(=CC=C1)CCC1=CC=C(O1)\C=N/O (Z)-5-(2-(pyridin-3-yl)ethyl)furan-2-carbaldehyde oxime hydrochloride